C(C)(C)(C)C=1N=C2N(C(N(C3=C2N=CC(=C3)N3CCOCC3)CC(=O)OC(C)(C)C)=O)C1 tert-butyl [2-tert-butyl-8-(morpholin-4-yl)-5-oxoimidazo[1,2-c]pyrido[2,3-e]pyrimidin-6(5H)-yl]acetate